trichlorosalicylic acid C1=C(C(=C(C(=C1Cl)Cl)Cl)O)C(=O)O